2-(4-(5-(2,6-difluoro-4-((methylamino)methyl)phenyl)-1H-pyrazolo[3,4-c]pyridin-3-yl)-1H-pyrazol-1-yl)ethanol FC1=C(C(=CC(=C1)CNC)F)C=1C=C2C(=CN1)NN=C2C=2C=NN(C2)CCO